C(C)OC(=O)C=1C=NN(C1)CCN(C)C 1-(2-(dimethylamino)ethyl)-1H-pyrazole-4-carboxylic acid ethyl ester